6-((5-((3S,4S)-4-amino-3-methyl-2-oxa-8-azaspiro[4.5]decan-8-yl)pyrazin-2-yl)thio)-5-chloro-3-(3-hydroxybenzyl)quinazolin-4(3H)-one N[C@@H]1[C@@H](OCC12CCN(CC2)C=2N=CC(=NC2)SC=2C(=C1C(N(C=NC1=CC2)CC2=CC(=CC=C2)O)=O)Cl)C